[Si](C)(C)(C(C)(C)C)OC=1C=CC(=NC1)NS(=O)(=O)N1C(OCC1)=O N-(5-(tert-butyldimethylsilyloxy)pyridin-2-yl)-2-oxooxazolidine-3-sulfonamide